C(C1=CC=CC=C1)OCC[C@@H](C(COC1=C(C(=CC(=C1F)F)F)F)=O)NC(OC(C)(C)C)=O tert-Butyl (S)-(5-(benzyloxy)-2-oxo-1-(2,3,5,6-tetrafluorophenoxy)pentan-3-yl)carbamate